1-[(2S)-2-(4-cyclopropyl-triazol-1-yl)-3,3-dimethyl-butyryl]-4-hydroxy-N-[3-(3-pyridyl)allyl]pyrrolidine-2-carboxamide C1(CC1)C=1N=NN(C1)[C@H](C(=O)N1C(CC(C1)O)C(=O)NCC=CC=1C=NC=CC1)C(C)(C)C